BrC=1C=C(CC2=NC=CC(=C2)N2N=CC=3C(N(CCC32)C(=O)OC(C)(C)C)=O)C=C(C1)C(F)(F)F tert-Butyl 1-(2-(3-bromo-5-(trifluoromethyl)benzyl)pyridin-4-yl)-4-oxo-1,4,6,7-tetrahydro-5H-pyrazolo[4,3-c]pyridine-5-carboxylate